1-(2-((1-fluorovinyl)oxy)perfluoropropoxy)perfluoropropane FC(=C)OC(C(OC(C(C(F)(F)F)(F)F)(F)F)(F)F)(C(F)(F)F)F